5-chloro-3-fluoro-2-(2-methyl-7-{[(3R)-1-methylpiperidin-3-yl]amino}pyrazolo[1,5-d][1,2,4]triazin-4-yl)phenol formate salt C(=O)O.ClC=1C=C(C(=C(C1)O)C=1C=2N(C(=NN1)N[C@H]1CN(CCC1)C)N=C(C2)C)F